C(C)(C)(C)C1=C(C(=CC(=C1)C)C(C)(C)C)C(O)(C(CO)(CO)CO)C1=C(C=C(C=C1C(C)(C)C)C)C(C)(C)C bis-(2,6-di-t-butyl-4-methyl-phenyl)-pentaerythritol